6-Bromo-N-(1-methylpiperidin-4-yl)-2-(4-{4-[(6-methylpyridin-3-yl)methyl]piperazin-1-yl}phenyl)-3H-imidazo[4,5-b]pyridin-7-amine BrC=1C(=C2C(=NC1)NC(=N2)C2=CC=C(C=C2)N2CCN(CC2)CC=2C=NC(=CC2)C)NC2CCN(CC2)C